C1=C(C=CC=2OC3=C(C21)C=CC=C3)[C@H](C)NC3=CN=C(N(C3=O)CC(=O)OCCCC)C3=CC=CC=C3 butyl (S)-2-(5-((1-(dibenzo[b,d]furan-2-yl)ethyl)amino)-6-oxo-2-phenylpyrimidin-1(6H)-yl)acetate